Cl.N[C@@H](CCC(=O)OC(C)(C)C)C(=O)OC(C)(C)C Di-tert-butyl L-glutamat Hydrochlorid